ClC=1C(=C(C(=O)O)C(=CC1)NC(C)C=1C=C(C=C2C(C=C(OC12)C1=NC=CC=C1)=O)C)F 3-Chloro-2-fluoro-6-[1-[6-methyl-4-oxo-2-(2-pyridyl)chromen-8-yl]ethylamino]benzoic acid